(2S,3R,4R,5R)-5-(4-amino-5-bromo-pyrrolo[2,3-d]pyrimidin-7-yl)-3-[tert-butyl(dimethyl)silyl]oxy-4-fluoro-tetrahydrofuran-2-carbaldehyde NC=1C2=C(N=CN1)N(C=C2Br)[C@H]2[C@@H]([C@@H]([C@H](O2)C=O)O[Si](C)(C)C(C)(C)C)F